methyl 5-thia-2,8-diazaspiro[3.4]octane-8-carboxylate TFA salt OC(=O)C(F)(F)F.C1NCC12SCCN2C(=O)OC